(S)-3-(4-((3-((2-methoxyethyl)amino)-4-(morpholinomethyl)benzyl)oxy)-1-oxoisoindolin-2-yl)piperidine-2,6-dione COCCNC=1C=C(COC2=C3CN(C(C3=CC=C2)=O)[C@@H]2C(NC(CC2)=O)=O)C=CC1CN1CCOCC1